BrC=1C=CC(=NC1O)C(=O)OCC ethyl 5-bromo-6-hydroxy-2-pyridinecarboxylate